C1(=CC=C(C=C1)N(C1=CC=2C(C3=CC=CC=C3C2C=C1)(C)C)C1=CC=C(C=C1)C1=CC=CC=2C(C3=C(C=C(C=C3C12)C(C)(C)C)C(C)(C)C)(C1=CC=CC=C1)C)C1=CC=CC=C1 N-{[1,1'-biphenyl]-4-yl}-N-[4-(6,8-di-tert-butyl-9-methyl-9-phenyl-9H-fluoren-4-yl)phenyl]-9,9-dimethyl-9H-fluoren-2-amin